FC1=C(COC2=CC=C(C=C2)C2=NOC(=C2)[C@@H]([C@@](CN2N=NN=C2)(O)C2=C(C=C(C=C2)F)F)C)C=C(C=C1)F (2R,3R)-3-(3-(4-(2,5-difluorobenzyloxy)phenyl)isoxazol-5-yl)-2-(2,4-difluorophenyl)-1-(1H-tetrazol-1-yl)butan-2-ol